CC1=C(C(CCC1)(C)C)C=CC=O 3-(2,6,6-trimethyl-1-cyclohexene-1-yl)acrolein